COC(C1=C(C=CC(=C1)OC1=NC(=CC2=C1N(C=N2)C(C)C)C2=CC=C1C(=C2)N(C(C12CCNCC2)=O)C2CC(C2)N2CC(CC2)(C)C)C)=O 5-((6-(1-((1S,3s)-3-(3,3-dimethylpyrrolidin-1-yl)cyclobutyl)-2-oxospiro[indolin-3,4'-piperidin]-6-yl)-3-isopropyl-3H-imidazo[4,5-c]pyridin-4-yl)oxy)-2-methylbenzoic acid methyl ester